(2-(benzyloxy)-4-(difluoromethyl)-6-hydroxyphenyl)(5-(piperidin-4-yloxy)isoindolin-2-yl)methanone C(C1=CC=CC=C1)OC1=C(C(=CC(=C1)C(F)F)O)C(=O)N1CC2=CC=C(C=C2C1)OC1CCNCC1